FC1=C(C=CC(=C1F)F)C=CC(=O)O 2,3,4-trifluorobenzeneacrylic acid